γ-glycidoxybutyltrimethoxysilane C(C1CO1)OC(CC[Si](OC)(OC)OC)C